CC1=CC=C(C=C1)C1CCC(CC1)C1CCC(CC1)=O trans-4'-(4-methylphenyl)(1,1'-bicyclohexane)-4-one